(R)-((5-(4-fluorophenyl)-6-isopropyl-1H-pyrazolo[4,3-g]isoquinolin-8-yl)imino)(methyl)(phenyl)-λ6-sulfanone FC1=CC=C(C=C1)C1=C(N=C(C2=CC3=C(C=C12)C=NN3)N=[S@](=O)(C3=CC=CC=C3)C)C(C)C